N1C=C(C=2C1=NC=CC2)C=2SC=C(N2)C=2C=C(C=CC2)[C@@]2(C[C@](C=1C2=NC=CC1)(O)C)O (5R,7R)-7-(3-(2-(1H-pyrrolo[2,3-b]pyridin-3-yl)thiazol-4-yl)phenyl)-5-methyl-6,7-dihydro-5H-cyclopenta[b]pyridine-5,7-diol